FC1=C(C(=C(C=C1OC)OC)F)N1C(N(C2=C(C1)C=NC1=C2C=C(N1S(=O)(=O)C1=CC=CC=C1)C=O)CC)=S 3-(2,6-difluoro-3,5-dimethoxyphenyl)-1-ethyl-7-(phenylsulfonyl)-2-thioxo-2,3,4,7-tetrahydro-1H-pyrrolo[3',2':5,6]pyrido[4,3-d]pyrimidine-8-carbaldehyde